(+)-2,4-pentanediol C[C@@H](C[C@H](C)O)O